2,8-dichloroquinoxaline ClC1=NC2=C(C=CC=C2N=C1)Cl